N-hydroxysuccinimide Tert-butyl-(2-(3-chlorophenyl)-2-(4-(5-morpholino-1-tosyl-1H-pyrrolo[2,3-b]pyridin-3-yl)-2-oxopyridin-1(2H)-yl)ethyl)carbamate C(C)(C)(C)N(C(O)=O)CC(N1C(C=C(C=C1)C1=CN(C2=NC=C(C=C21)N2CCOCC2)S(=O)(=O)C2=CC=C(C)C=C2)=O)C2=CC(=CC=C2)Cl.ON2C(CCC2=O)=O